C(=O)(O)C1CN(C1)C1=CC2=C(N=NN(C2=O)C2C(NC(CC2)=O)=O)C=C1 3-(6-(3-carboxyazetidin-1-yl)-4-oxobenzo[d][1,2,3]triazin-3(4H)-yl)piperidin-2,6-dione